C(C=C)(=O)OCC1=C(C(=CC=C1)COC(C=C)=O)[N+](=O)[O-] (2-nitro-1,3-phenylene)bis(methylene) diacrylate